Cl.NC1CN(CCC1)C=1C=2CCCCC2N=C2C=CC(=CC12)C1=CC(=NC=C1)C1(CC1)C(=O)N {4-[9-(3-Aminopiperidin-1-yl)-5,6,7,8-tetrahydroacridin-2-yl]pyridin-2-yl}cyclopropanecarboxamide hydrochloride